Diphenyl methylphosphonate CP(OC1=CC=CC=C1)(OC1=CC=CC=C1)=O